acryloxypentyldibromomethylsilane C(C=C)(=O)OCCCCC[SiH2]C(Br)Br